FC(F)(F)F perfluoromethane